2,6-naphthalene-dicarboxylic acid dichloride C1=C(C=CC2=CC(=CC=C12)C(=O)Cl)C(=O)Cl